Vinyl-adamantane C(=C)C12CC3CC(CC(C1)C3)C2